CS(=O)(=O)N1CC2(C1)CCNCC2 2-methanesulfonyl-2,7-diazaspiro[3.5]nonane